BrCCCS(=O)(=O)C 1-bromo-3-methanesulfonylpropane